(2-fluoro-5-(4,4,5,5-tetramethyl-1,3,2-dioxaborolan-2-yl)phenyl)dimethylphosphine oxide FC1=C(C=C(C=C1)B1OC(C(O1)(C)C)(C)C)P(C)(C)=O